N-(2-(3-(Dimethylamino)propoxy)-5-(3'-methyl-2'-oxo-2',3'-dihydrospiro[cyclopropane-1,1'-pyrrolo[2,3-c]quinolin]-8'-yl)pyridin-3-yl)methanesulfonamide β-benzoyl-L-aspartate C(C1=CC=CC=C1)(=O)C([C@H](N)C(=O)O)C(=O)O.CN(CCCOC1=NC=C(C=C1NS(=O)(=O)C)C1=CC=2C3=C(C=NC2C=C1)N(C(C31CC1)=O)C)C